O1C(=CC2=C1C=CC=C2)[C@@H](C)NC(=O)C2(CC1=CC=CC=C1C2)CC(=O)O 2-[2-[[(1R)-1-(benzofuran-2-yl)ethyl]carbamoyl]indan-2-yl]acetic acid